(4-(morpholinomethyl)phenyl)pyrazolo[1,5-a]quinazolin-5-amine O1CCN(CC1)CC1=CC=C(C=C1)C1=NN2C(N=C(C3=CC=CC=C23)N)=C1